C(O)C12C3(CCC(C2CCC1)C3)CO dimethylol-tricyclo-(5.2.1.02,6)Decane